4-((1-cyclopropyl-3-(tetrahydro-2H-pyran-4-yl)-1H-pyrazol-4-yl)oxy)-N-(2-morpholinopyridin-4-yl)pyridin-2-amine C1(CC1)N1N=C(C(=C1)OC1=CC(=NC=C1)NC1=CC(=NC=C1)N1CCOCC1)C1CCOCC1